3-fluoro-5-((4-methylphenyl)sulfonylamino)benzoic acid FC=1C=C(C(=O)O)C=C(C1)NS(=O)(=O)C1=CC=C(C=C1)C